1-(3-(4,4,5,5-Tetramethyl-1,3,2-dioxaborolan-2-yl)phenyl)-1-(1-tosyl-1H-imidazol-2-yl)ethanol CC1(OB(OC1(C)C)C=1C=C(C=CC1)C(C)(O)C=1N(C=CN1)S(=O)(=O)C1=CC=C(C)C=C1)C